O=C1CC(CN1)C1=C(C=O)C=C(C=C1)B1OC(C(O1)(C)C)(C)C 2-(5-oxopyrrolidin-3-yl)-5-(4,4,5,5-tetramethyl-1,3,2-dioxaborolan-2-yl)benzaldehyde